(R)-1-(((9H-fluoren-9-yl)methoxy)carbonyl)-2-methylpyrrolidine-2-carboxylic acid C1=CC=CC=2C3=CC=CC=C3C(C12)COC(=O)N1[C@](CCC1)(C(=O)O)C